CN1N=NC(=C1NC(O[C@H](C)C=1C(=NC=CC1)Cl)=O)C1=NC=C(C=C1)NC(=O)C1CC2(CC2)C1 (R)-1-(2-chloropyridin-3-yl)ethyl (1-methyl-4-(5-(spiro[2.3]hexane-5-carboxamido)pyridin-2-yl)-1H-1,2,3-triazol-5-yl)carbamate